5-chloro-4,6-dimethyl-2-(6-azaspiro[2.5]oct-6-yl)nicotinic acid ClC=1C(=NC(=C(C(=O)O)C1C)N1CCC2(CC2)CC1)C